FC(C1=CC2=C(C=N1)N=C(N2)C=2C=C(C=CC2)NC2=CC=C(C=N2)C2=NC=CC=C2)(F)F N-(3-(6-(trifluoromethyl)-1H-imidazo[4,5-c]pyridin-2-yl)phenyl)-[2,3'-bipyridin]-6'-amine